(E)-4-(N-benzyl-4-(4-methoxyanilino)-2-morpholinopyrimidine-5-carboxamido)-2-butene carbonate C(O)(O)=O.C(C1=CC=CC=C1)N(C(=O)C=1C(=NC(=NC1)N1CCOCC1)NC1=CC=C(C=C1)OC)C/C=C/C